C(#N)C1=CC=C(C2=C1OCCO2)[C@@H]2C(=C(NC1=C(C=NC(=C21)OCC)C)C)C(=O)N (S)-4-(8-cyano-2,3-dihydrobenzo[b][1,4]dioxin-5-yl)-5-ethoxy-2,8-dimethyl-1,4-dihydro-1,6-naphthyridine-3-carboxamide